C(C)(C)(C)C1=CC2=C(N=CN=C2Cl)S1 6-tert-butyl-4-chlorothieno[2,3-d]pyrimidine